5-cyano-N-(3-(furan-3-yl)-1-(tetrahydro-2H-pyran-2-yl)-1H-pyrazolo[4,3-b]pyridin-5-yl)-3-methylpicolinamide C(#N)C=1C=C(C(=NC1)C(=O)NC1=CC=C2C(=N1)C(=NN2C2OCCCC2)C2=COC=C2)C